methyl 4-[3-[2,6-dichloro-4-(2-methyltriazolo[4,5-c]pyridin-7-yl)benzoyl]-2,4-dihydro-1,3-benzoxazine-8-yl]-5-fluoro-2-(3-oxa-8-azabicyclo[3.2.1]octan-8-yl)benzoate ClC1=C(C(=O)N2COC3=C(C2)C=CC=C3C3=CC(=C(C(=O)OC)C=C3F)N3C2COCC3CC2)C(=CC(=C1)C=1C=2C(C=NC1)=NN(N2)C)Cl